2-({[(2Z)-1,1-dimethylcyclopent-2-ylidene]Amino}oxy)-2-methylpropanoic acid CC1(\C(\CCC1)=N/OC(C(=O)O)(C)C)C